(R)-2'-chloro-N-(5-((5-(1-hydroxyethyl)pyridin-2-yl)methoxy)-1,3,4-thiadiazol-2-yl)-5'-methoxy-6-methyl-(4,4'-bipyridin)-3-carboxamide ClC1=NC=C(C(=C1)C1=C(C=NC(=C1)C)C(=O)NC=1SC(=NN1)OCC1=NC=C(C=C1)[C@@H](C)O)OC